C1(CCCC1)CN1N=CC(=C1)C=1C(=NC(=CC1)C)C1=CC=C(C=C1)C(C(F)(F)F)O 1-(4-(3-(1-(cyclopentylmethyl)-1H-pyrazol-4-yl)-6-methylpyridin-2-yl)phenyl)-2,2,2-trifluoroethan-1-ol